2-[[2-chloro-4-[[6-[1-ethyl-4-(trifluoromethyl)imidazol-2-yl]-5-fluoro-3-pyridyl]methoxy]pyrrolo[2,3-d]pyrimidin-7-yl]methoxy]ethyl-trimethyl-silane ClC=1N=C(C2=C(N1)N(C=C2)COCC[Si](C)(C)C)OCC=2C=NC(=C(C2)F)C=2N(C=C(N2)C(F)(F)F)CC